4-{4-[1-(2-amino-2-oxoethyl)-3-methyl-1H-pyrazol-5-yl]-1-methyl-1H-imidazol-2-yl}-1-methyl-1H-pyrazolo[4,3-c]pyridine-6-carboxamide NC(CN1N=C(C=C1C=1N=C(N(C1)C)C1=NC(=CC2=C1C=NN2C)C(=O)N)C)=O